C(C)(C)C1=C(C=C(C=C1)C=C)OC 1-Isopropyl-2-methoxy-4-vinylbenzene